Nickel-cobalt-selenium [Se].[Co].[Ni]